carbonic acid ((2S,3aS,4R,6S,6aS)-6-(4-aminopyrrolo[2,1-f][1,2,4]triazin-7-yl)-4-cyano-2-methoxytetrahydrofurano[3,4-d][1,3]dioxol-4-yl) methylisobutyl ester CC(C(C)C)OC(O[C@]1(O[C@H]([C@@H]2O[C@@H](O[C@@H]21)OC)C2=CC=C1C(=NC=NN12)N)C#N)=O